NC1=CC=C(OC2CC3C(C[C@H]4[C@@H]5CC[C@H]([C@@H](CCC)C)[C@]5(CC[C@@H]4[C@]3(CC2)C)C)OC2=CC=C(C=C2)N)C=C1 3,6-bis(4-aminophenoxy)cholane